tert-butyl 4-((6-cyano-8-cyclopentyl-7-oxo-7,8-dihydropyrido[2,3-d]pyrimidin-2-yl)amino)-3-fluoropiperidine-1-carboxylate C(#N)C1=CC2=C(N=C(N=C2)NC2C(CN(CC2)C(=O)OC(C)(C)C)F)N(C1=O)C1CCCC1